(((1-(7-ethoxybenzofuran-2-yl)ethyl)amino)methyl)cyclohexanol Ethyl-(2RS)-ethoxy{[1-(2-fluorophenyl)-5-(6-fluoropyridin-3-yl)-1H-pyrazol-3-yl]oxy}acetate C(C)[C@](C(=O)OC1(CCCCC1)CNC(C)C=1OC2=C(C1)C=CC=C2OCC)(OC2=NN(C(=C2)C=2C=NC(=CC2)F)C2=C(C=CC=C2)F)OCC |r|